2,4,6-trichloro-5-(1,3-dioxolan-2-yl)pyrimidine ClC1=NC(=C(C(=N1)Cl)C1OCCO1)Cl